N1C[C@H](C(=O)O)CCC1 |r| (±)-Nipecotic acid